CC=1C(C(C=CC1)=O)C dimethyl-ketobenzene